(bisoxalic acid) phosphate P(=O)(O)(O)O.C(C(=O)O)(=O)O.C(C(=O)O)(=O)O